3-(5,6,7-trifluoro-1-oxo-4-(piperidin-4-yl)isoindolin-2-yl)piperidine-2,6-dione FC=1C(=C2CN(C(C2=C(C1F)F)=O)C1C(NC(CC1)=O)=O)C1CCNCC1